CC1=CC=C(C=C1)P(C1=CC=C(C=C1)C)C1=CC=C(C=C1)C tris(4-methylphenyl)phosphane